P(=O)(OC(O)N)([O-])[O-] aminohydroxymethyl phosphate